The molecule is a member of the class of hydroxyanthraquinones isolated from the bark of Scutia myrtina. It has been shown to exhibit antiproliferative and antimalarial activities. It has a role as a metabolite, an antineoplastic agent and an antimalarial. It is a dihydroxyanthraquinone, a methyl ester and a ring assembly. CCC(C)C(=O)OC1(C2=C(C(=CC=C2)O)C(=O)C3=C(C(=C(C=C31)O)C(=O)OC)C)C4=C(C5=C(C=C4)C(=O)C6=CC(=C(C(=C6C5=O)C)C(=O)OC)O)O